C(C)(C)C1=COC2=CC=C(C=C2C1=O)C1=CC=C(C=C1)C(F)(F)F 3-isopropyl-6-(4-trifluoromethylphenyl)chromone